ClC=1C=CC(=C(C1)[C@@H](N1C(C2=CC(=CC=C2C1)C1=CC=C(C=C1)N1CCN(CC1)C1CCNCC1)=O)C=1NC2=CC=CC=C2C1)O (R)-2-((5-chloro-2-hydroxyphenyl)(1H-indol-2-yl)methyl)-6-(4-(4-(piperidin-4-yl)piperazin-1-yl)phenyl)isoindolin-1-one